2'-chloro-N-[5-(1-ethyl-1H-pyrazole-5-carbonyl)-4H,5H,6H-pyrrolo[3,4-d][1,3]thiazol-2-yl]-5'-methoxy-6-methyl-[4,4'-bipyridine]-3-carboxamide ClC1=NC=C(C(=C1)C1=C(C=NC(=C1)C)C(=O)NC=1SC2=C(N1)CN(C2)C(=O)C2=CC=NN2CC)OC